{4-[(1-acetylpiperidin-4-yl)oxy]-2-(2,6-dioxopiperidin-3-yl)-3-oxo-2,3-dihydro-1H-isoindol-5-yl}methyl N-[4-(3,4-difluorophenoxy)phenyl]carbamate FC=1C=C(OC2=CC=C(C=C2)NC(OCC=2C(=C3C(N(CC3=CC2)C2C(NC(CC2)=O)=O)=O)OC2CCN(CC2)C(C)=O)=O)C=CC1F